1-((2-((3-cyano-1-azetidinyl)sulfonyl)-4-pyridinyl)carbonyl)-N-(2-fluoro-4-(trifluoromethyl)benzyl)-D-prolinamide C(#N)C1CN(C1)S(=O)(=O)C1=NC=CC(=C1)C(=O)N1[C@H](CCC1)C(=O)NCC1=C(C=C(C=C1)C(F)(F)F)F